C(#N)C1=CC=C(C=C1)C=1C=C2CN(CC2=CC1)C(CN1N=C(N=C1)C#N)=O 1-(2-(5-(4-cyanophenyl)isoindolin-2-yl)-2-oxoethyl)-1H-1,2,4-triazole-3-carbonitrile